N1=CC=C(C=C1)C(C=CC1=NC2=CC(=CC=C2C=C1)C(F)(F)F)=O 1-(4-pyridinyl)-3-[7-(trifluoromethyl)-2E-quinolinyl]-2-propen-1-one